N-phenyl-benzamide C1(=CC=CC=C1)NC(C1=CC=CC=C1)=O